FC(C1=NN(C=C1NC(=O)C=1C=NN2C1N=C(C=C2)N2C[C@@H](OCC2)C)C2CCC(CC2)CO)F N-[3-(difluoromethyl)-1-[4-(hydroxymethyl)cyclohexyl]pyrazol-4-yl]-5-[(2S)-2-methylmorpholin-4-yl]pyrazolo[1,5-a]pyrimidine-3-carboxamide